C1(CCC1)CN1CC2=C(N=CN(C2=O)CC=2C=NC(=CC2)C(F)(F)F)CC1 6-(cyclobutylmethyl)-3-((6-(trifluoromethyl)pyridin-3-yl)methyl)-5,6,7,8-tetrahydropyrido[4,3-d]pyrimidin-4(3h)-one